CNCCC1=CC2=C(C=C1)OCO2 methyl-3,4-methylenedioxyphenethyl-amine